2-(2'-Ethyl-7'-oxo-5'H-spiro[cyclopropane-1,4'-thieno[2,3-c]pyridin]-6'(7'H)-yl)-N-(7-methyl-8-oxo-8,9-dihydro-7H-purin-2-yl)acetamide C(C)C1=CC2=C(C(N(CC23CC3)CC(=O)NC3=NC=C2N(C(NC2=N3)=O)C)=O)S1